C1(CC1)C=1C=C(C=2N(C1)C=C(N2)CNC2=CC(=NC=N2)NC(=O)[C@@H]2[C@H](C2)C=2SC=C(N2)C)N2C(N(C(C2)=O)C)=O |r| rac-(1S*,2S*)-N-(6-(((6-cyclopropyl-8-(3-methyl-2,4-dioxoimidazolidin-1-yl)imidazo[1,2-a]pyridin-2-yl)methyl)amino)pyrimidin-4-yl)-2-(4-methylthiazol-2-yl)cyclopropane-1-carboxamide